(S)-6-(1-(1-acetylpyrrolidin-3-yl)-1H-pyrazol-4-yl)-4-((3-fluoropyridin-2-yl)thio)pyrazolo[1,5-a]pyridine-3-carbonitrile C(C)(=O)N1C[C@H](CC1)N1N=CC(=C1)C=1C=C(C=2N(C1)N=CC2C#N)SC2=NC=CC=C2F